(4-pyridinyl)alanine N1=CC=C(C=C1)N[C@@H](C)C(=O)O